C(\C=C\C)(=O)N1CCN(CC1)CC1=CC=C(C=C1)[C@H](C)NC=1N=CC2=C(N1)N(C(C=C2)=O)CC(C)(C)C 2-({(1S)-1-[4-({4-[(2E)-but-2-enoyl]piperazin-1-yl}methyl)phenyl]ethyl}amino)-8-(2,2-dimethylpropyl)pyrido[2,3-d]pyrimidin-7(8H)-one